C(=O)(O)C(C(=O)O)C carboxypropanoic acid